FC(C1=C(C=CC(=C1)N)N)(F)F 2-trifluoromethyl-1,4-phenylenediamine